BrCCCOCOCCCBr Bis(3-bromopropyloxy)methane